1-(4-(6-(2-chlorophenyl)-7-fluoroquinazolin-4-yl)piperazin-1-yl)prop-2-en-1-one ClC1=C(C=CC=C1)C=1C=C2C(=NC=NC2=CC1F)N1CCN(CC1)C(C=C)=O